ClC=1C(=NC(=NC1)NC=1C=C(C=CC1)NC(CC)=O)NC1=C(C=C(C=C1)N1CCNCC1)OC N-(3-((5-chloro-4-((2-methoxy-4-(piperazin-1-yl)phenyl)amino)pyrimidin-2-yl)amino)phenyl)propionamide